ClC1=CC(=C(OCCC=O)C=C1)F 3-(4-chloro-2-fluorophenoxy)propanal